3-[2,4-bis(trifluoromethyl)phenyl]-7-fluoro-1-methyl-2,3,4,5-tetrahydro-1H-1-benzazepin-2-one FC(C1=C(C=CC(=C1)C(F)(F)F)C1C(N(C2=C(CC1)C=C(C=C2)F)C)=O)(F)F